1-O-palmityl-2-O-methyl-rac-glycerol C(CCCCCCCCCCCCCCC)OC[C@H](OC)CO |r|